BrC1=CC=C2C=CC=C3C4=CC=CC5=CC=CC(C1=C23)=C45 R-bromoperylene